N-(3-(5-chlorobenzo[d]oxazol-2-yl)phenyl)-2-(3-bromophenyl)acetamide ClC=1C=CC2=C(N=C(O2)C=2C=C(C=CC2)NC(CC2=CC(=CC=C2)Br)=O)C1